1-[8-(2-chlorophenyl)-9-(4-chlorophenyl)-2-[[(1R)-2-hydroxy-1-methyl-ethyl]-methyl-amino]purin-6-yl]-4-methyl-piperidine-4-carboxamide ClC1=C(C=CC=C1)C=1N(C2=NC(=NC(=C2N1)N1CCC(CC1)(C(=O)N)C)N(C)[C@@H](CO)C)C1=CC=C(C=C1)Cl